FC=1C(=NC=C(C1)F)C=1C=C(C=CC1)NC1=NC=NC2=CC(=C(C=C12)NC(C=C)=O)OCCCN1CCOCC1 N-(4-((3-(3,5-difluoropyridin-2-yl)phenyl)amino)-7-(3-morpholinopropoxy)quinazolin-6-yl)acrylamide